tin indium silver [Ag].[In].[Sn]